O=C1NC(CC[C@H]1NC1=CC(=C(C=C1)N1CCN(CC1)C(=O)OC(C)(C)C)F)=O tert-butyl (R)-4-(4-((2,6-dioxopiperidin-3-yl)amino)-2-fluorophenyl)piperazine-1-carboxylate